trans-4-[[5-fluoro-4-[3-(2-oxo-1,3-oxazinan-3-yl)phenyl]pyrimidin-2-yl]amino]cyclohexanecarboxylic acid FC=1C(=NC(=NC1)N[C@@H]1CC[C@H](CC1)C(=O)O)C1=CC(=CC=C1)N1C(OCCC1)=O